[BiH3].[Sb].[Sn].[As].[Pb] lead-arsenic-tin-antimony-bismuth hydride